C1(=CC=C(C=C1)OCCO)C 2-(p-tolyloxy)ethan-1-ol